C(C)(C)(C)OC(=O)N([C@H](C(=O)O[C@@H](C(=O)OCC1=CC=CC=C1)CC1=CC(=C(C=C1)C1=CCCCC1)F)CC(C)(C)F)C (2R)-1-(benzyloxy)-3-[4-(cyclohex-1-en-1-yl)-3-fluorophenyl]-1-oxopropan-2-yl (2S)-2-[[(tert-butoxy)carbonyl](methyl)amino]-4-fluoro-4-methylpentanoate